OC1=C(/C=C/C(=O)O)C=CC=C1 trans-o-hydroxycinnamic acid